CC1=CC(=NN1C=1C=C2C=CN(C2=CC1)CC1=CC=C(C=C1)N[C@@H]1CN(CC1)C)C(=O)N (S)-5-Methyl-1-(1-(4-((1-methylpyrrolidin-3-yl)amino)benzyl)-1H-indol-5-yl)-1H-pyrazol-3-carboxamid